NC=1C2=C(NC(C1C1=NC3=C(N1)C=C(C(=C3)OC)N3CCN(CC3)C3CC3)=O)C=C[Se]2 7-amino-6-(6-(4-cyclopropylpiperazin-1-yl)-5-methoxy-1H-benzo[d]imidazol-2-yl)selenopheno[3,2-b]pyridin-5(4H)-one